C(C)(C)(C)C1=C(C=CC=C1)NCC(CC=1NC(NC1)=O)O 4-[3-(2-tert-Butylphenylamino)-2-hydroxypropyl]-1,3-dihydroimidazol-2-one